Ethyl 5-amino-2-{1-[(2S)-butan-2-yl]-1H-pyrazol-4-yl}-3-fluorobenzoate NC=1C=C(C(=C(C(=O)OCC)C1)C=1C=NN(C1)[C@@H](C)CC)F